6-(4-chlorophenyl)-N-(2-(piperidin-4-yl)ethyl)-2-(pyridin-3-yl)pyrimidin-4-amine ClC1=CC=C(C=C1)C1=CC(=NC(=N1)C=1C=NC=CC1)NCCC1CCNCC1